cinnamyl selenide C(C=CC1=CC=CC=C1)[Se]CC=CC1=CC=CC=C1